O1C(=CC=C1)C(C=O)C 2-(FURAN-2-YL)PROPANAL